CC/C=C\\C/C=C\\C/C=C\\C/C=C\\C/C=C\\C/C=C\\CCCCCCCC[C@H](CC(=O)SCCNC(=O)CCNC(=O)[C@@H](C(C)(C)COP(=O)(O)OP(=O)(O)OC[C@@H]1[C@H]([C@H]([C@@H](O1)N2C=NC3=C(N=CN=C32)N)O)OP(=O)(O)O)O)O The molecule is an unsaturated fatty acyl-CoA that results from the formal condensation of the thiol group of coenzyme A with the carboxy group of (3R,12Z,15Z,18Z,21Z,24Z,27Z)-3-hydroxytriacontahexaenoic acid. It is a (R)-3-hydroxyacyl-CoA, a 3-hydroxy fatty acyl-CoA, an unsaturated fatty acyl-CoA and an ultra-long-chain fatty acyl-CoA. It is a conjugate acid of a (3R,12Z,15Z,18Z,21Z,24Z,27Z)-3-hydroxytriacontahexaenoyl-CoA(4-).